N-(2-((3R,5R)-3-fluoro-5-((5-(trifluoromethyl)pyrimidin-2-yl)amino)piperidin-1-yl)-1,6-dimethyl-1H-benzo[d]imidazol-5-yl)-4-methoxybut-2-ynamide F[C@H]1CN(C[C@@H](C1)NC1=NC=C(C=N1)C(F)(F)F)C1=NC2=C(N1C)C=C(C(=C2)NC(C#CCOC)=O)C